Tert-Butyl 4-[[4-fluoro-2-(trifluoromethyl)phenyl](2-hydroxyethyl)amino]-5H,6H,7H,8H-pyrido[3,4-d]pyrimidine-7-carboxylate FC1=CC(=C(C=C1)N(C=1C2=C(N=CN1)CN(CC2)C(=O)OC(C)(C)C)CCO)C(F)(F)F